6-((4-phenylpiperazin-1-yl)methyl)-N2-(p-tolyl)-1,3,5-triazine-2,4-diamine C1(=CC=CC=C1)N1CCN(CC1)CC1=NC(=NC(=N1)NC1=CC=C(C=C1)C)N